C(#N)C1=C(N(N=C1C1=CC(=C(C(=C1)F)CC(=O)NC1=CC(=NO1)C12CC(C1)(C2)C)F)C(C)C)NC(OC(C)(C)C)=O tert-Butyl N-[4-cyano-5-[3,5-difluoro-4-[2-[[3-(3-methyl-1-bicyclo[1.1.1]pentanyl)isoxazol-5-yl]amino]-2-oxo-ethyl]phenyl]-2-isopropyl-pyrazol-3-yl]carbamate